C(C)C1=CN=CC(=N1)NC1=NC=CC(=C1)COC1=CC=C(C2=CC=CC=C12)NC(N)=O 3-(4-((2-((6-ethylpyrazin-2-yl)amino)pyridin-4-yl)methoxy)naphthalen-1-yl)urea